N-Methyl-D-Phenylalaninol CN[C@H](CC1=CC=CC=C1)CO